5-chloro-2-((3-cyclopropyl-5-(((3R,5S)-3,5-dimethylpiperazine-1-yl)methyl)phenyl)amino)-6-(6-methyl-1H-indol-3-yl)pyrimidine-4-ol ClC=1C(=NC(=NC1C1=CNC2=CC(=CC=C12)C)NC1=CC(=CC(=C1)CN1C[C@H](N[C@H](C1)C)C)C1CC1)O